O(C1=CC=CC=C1)C1CCN(CC1)C1=CC=C(N)C=C1 4-(4-phenoxypiperidin-1-yl)aniline